ClC1=NC2=CC=CC=C2C(=N1)NCC1=NC=CN=C1 2-chloro-N4-(pyrazin-2-ylmethyl)quinazolin-4-amine